1-{2-fluoro-5-[(2R)-2-methylmorpholin-4-yl]-3-(trifluoromethyl)phenyl}-3-{[1-(propan-2-yl)-1H-pyrazol-4-yl]methyl}-1,3-dihydro-2H-imidazol-2-one FC1=C(C=C(C=C1C(F)(F)F)N1C[C@H](OCC1)C)N1C(N(C=C1)CC=1C=NN(C1)C(C)C)=O